C(C)(C)OC1=CC=C(C(=O)NC=2C=CC=C3C(=CC=NC23)C2=CC=C(C=C2)S(=O)(=O)C)C=C1 4-isopropoxy-N-(4-(4-(methylsulfonyl)phenyl)quinolin-8-yl)benzamide